The molecule is an amino disaccharide that is alpha-D-glactopyranose in which the hydroxy group at position 3 has been converted into the corresponding 2-acetamido-alpha-D-galactopyranoside. It is a member of acetamides, an amino disaccharide and a galactosamine oligosaccharide. It derives from an alpha-D-galactose and a N-acetyl-alpha-D-galactosamine. CC(=O)N[C@@H]1[C@H]([C@H]([C@H](O[C@@H]1O[C@H]2[C@H]([C@H](O[C@@H]([C@@H]2O)O)CO)O)CO)O)O